N1(N=CN=C1)CCOCC1=CC=C(C=N1)C#CC1=CC=C(C=C1)C1=CC(=NO1)CN1C(=NC=C1)[C@H](C)O (S)-1-(1-((5-(4-((6-((2-(1H-1,2,4-triazol-1-yl)ethoxy)methyl)pyridin-3-yl)ethynyl)phenyl)isoxazol-3-yl)methyl)-1H-imidazol-2-yl)ethan-1-ol